6-(8-cyclohexyl-6,9-dioxo-5-(4-(trifluoromethyl)-benzyl)-2,5,8-triazaspiro[3.5]nonan-2-yl)nicotinonitrile C1(CCCCC1)N1CC(N(C2(CN(C2)C2=NC=C(C#N)C=C2)C1=O)CC1=CC=C(C=C1)C(F)(F)F)=O